CN1N=C(C=C1)C1=CC=2N(C=C1C1CCN(CC1)C(=O)OC(C)(C)C)N=CN2 tert-Butyl 4-(7-(1-methyl-1H-pyrazol-3-yl)-[1,2,4]triazolo[1,5-a]pyridin-6-yl)piperidine-1-carboxylate